tert-butyl 6-(5-{2-[1-(2,6-dioxopiperidin-3-yl)-3-methyl-2-oxo-1,3-benzodiazol-5-yl]ethynyl}pyrimidin-2-yl)-1,6-diazaspiro[3.3]heptane-1-carboxylate O=C1NC(CCC1N1C(N(C2=C1C=CC(=C2)C#CC=2C=NC(=NC2)N2CC1(CCN1C(=O)OC(C)(C)C)C2)C)=O)=O